tert-butyl N-[5-bromo-8-(methylamino)-2,7-naphthyridin-3-yl]carbamate BrC1=C2C=C(N=CC2=C(N=C1)NC)NC(OC(C)(C)C)=O